C(C)(C)(C)OC(=O)N1CC2(CC2)C(CC1)C=O.C1(=CC=CC=C1)P(=O)(C1=CC=CC=C1)C1OC2=CC(=C(C=C2C(C1)=O)OC)OC 2-(diphenylphosphoryl)-6,7-dimethoxychroman-4-one tert-butyl-8-formyl-5-azaspiro[2.5]octane-5-carboxylate